C(C)C1(NC(N(C(C1)=O)CC1=CC(=CC=C1)C(NC1CC(OC2=CC=C(C=C12)F)(C)C)=O)=[NH2+])CC [4,4-diethyl-1-[[3-[(6-fluoro-2,2-dimethyl-chroman-4-yl)carbamoyl]phenyl]methyl]-6-oxo-hexahydropyrimidin-2-ylidene]ammonium